6-Fluoro-7-iodospiro[chromane-2,1'-cyclopropane]-8-carbonitrile FC=1C=C2CCC3(CC3)OC2=C(C1I)C#N